CC1=NN(C=C1)C=1N=C(C(=NC1)N)N (3-methyl-1H-pyrazol-1-yl)pyrazine-2,3-diamine